BrC1=CC(=C(C(=C1N)F)OC)F 6-bromo-2,4-difluoro-3-methoxyaniline